FC(C(=O)O)(C1=CC(=CC=C1)N1CCC(CC1)N1N=CC(=C1)C1=NC2=CC=CC=C2N=C1)F 2,2-difluoro-2-(3-(4-(4-(quinoxalin-2-yl)-1H-pyrazol-1-yl)piperidin-1-yl)phenyl)acetic acid